1-(6-Cyanopyrimidin-4-yl)piperidine-4-carboxylic acid tert-butyl ester C(C)(C)(C)OC(=O)C1CCN(CC1)C1=NC=NC(=C1)C#N